6-(3-(4-(tert-butoxycarbonyl)piperazin-1-yl)propoxy)quinoline-4-carboxylic acid C(C)(C)(C)OC(=O)N1CCN(CC1)CCCOC=1C=C2C(=CC=NC2=CC1)C(=O)O